CN(C)CCCCCCCCCCCCCCCCCCC N,N-dimethyl-3-hexadecylpropylamine